3,4-dihydro-2-[3-(octyloxy)-2-(sulfooxy)propyl]isoquinolinium C(CCCCCCC)OCC(C[N+]1=CC2=CC=CC=C2CC1)OS(=O)(=O)O